COC1=C(C=C(C=C1)OC)B(O)O (2,5-dimethoxy-phenyl)boronic acid